The molecule is a quaternary ammonium ion and a member of phenanthridines. It has a role as an intercalator and a fluorochrome. CC[N+](C)(CC)CCC[N+]1=C2C=C(C=CC2=C3C=CC(=CC3=C1C4=CC=CC=C4)N)N